(S)-2'-hydroxy-[1,1'-binaphthyl]-2-carbonitrile OC1=C(C2=CC=CC=C2C=C1)C=1C(=CC=C2C=CC=CC12)C#N